O[C@H]1CN(CC1)C(=O)OC(C)(C)C 3-(R)-hydroxy-N-Boc-pyrrolidine